OC1=CC=C2C(NC(C2=C1)C1=C(NC2=CC=CC=C12)CNCC1=CC=C2C=CN(C2=C1)CC=1N(C=CN1)CCCCC(NCCOCCOCCOCCNC(OC(C)(C)C)=O)=O)=O tert-butyl (17-(2-((6-((((3-(6-hydroxy-3-oxoisoindolin-1-yl)-1H-indol-2-yl)methyl)amino)methyl)-1H-indol-1-yl)methyl)-1H-imidazol-1-yl)-13-oxo-3,6,9-trioxa-12-azaheptadecyl)carbamate